2-{4-[4,6-dimethyl-2-(3-phenylpropyl)-1H-imidazo[4,5-c]pyridin-1-yl]phenyl}ethyl (4-methylphenyl)sulfonylcarbamate CC1=CC=C(C=C1)S(=O)(=O)NC(OCCC1=CC=C(C=C1)N1C(=NC=2C(=NC(=CC21)C)C)CCCC2=CC=CC=C2)=O